3-(6-(2,3,5,6-tetrafluorophenyl)-3-thioxo-2,5,6,7-tetrahydro-3H-pyrrolo[1,2-c]imidazol-1-yl)propan-1-one FC1=C(C(=C(C=C1F)F)F)C1CC=2N(C(NC2CCC=O)=S)C1